1-dimethylamino-2-butanol CN(CC(CC)O)C